2-(1-(3,3-difluorocyclobutyl)-4-(4-fluorophenyl)-1H-imidazol-5-yl)-N-(5-(oxetan-3-yl)pyridin-2-yl)oxazole-4-carboxamide FC1(CC(C1)N1C=NC(=C1C=1OC=C(N1)C(=O)NC1=NC=C(C=C1)C1COC1)C1=CC=C(C=C1)F)F